P(=O)(OC[C@@H]([C@@H](CCCCCCCCCCCCCCC)O)NC(CCCCCCCCCCCCCCC)=O)(OCC[N+](C)(C)C)[O-] (2S,3R)-3-hydroxy-2-palmitamidooctadecyl (2-(trimethylammonio)ethyl) phosphate